C(C=CC=CCCCCCCCCCCCCCCC)(=O)O 13E-eicosadienoic acid